O=C1NC(CCC1N1C(C2=CC(=C(C=C2C1=O)N1CCC(CC1)C1CCN(CC1)CC1CCN(CC1)C(=O)OC(C)(C)C)F)=O)=O tert-butyl 4-((1'-(2-(2,6-dioxopiperidin-3-yl)-6-fluoro-1,3-dioxoisoindolin-5-yl)-[4,4'-bipiperidin]-1-yl)methyl)piperidine-1-carboxylate